O=C1N(C=NC2=CC(=CC=C12)C=1C=NNC1C(F)(F)F)CC=1C=C(C(=O)NCCC2=CC=NC=C2)C=CC1 3-((4-Oxo-7-(5-(trifluoromethyl)-1H-pyrazol-4-yl)quinazolin-3(4H)-yl)methyl)-N-(2-(pyridin-4-yl)ethyl)benzamide